CC=1C(=NC=C(C(=O)NC2=CC(=CC=C2)[C@H](C)NC2=CN=C3C(=N2)N(N=C3)C)C1)N1CCSCC1 (S)-5-methyl-N-(3-(1-((1-methyl-1H-pyrazolo[3,4-b]pyrazin-6-yl)amino)ethyl)phenyl)-6-thiomorpholinonicotinamide